methyl (1R,3R)-3-hydroxycyclopentane-1-carboxylate O[C@H]1C[C@@H](CC1)C(=O)OC